oxo(1-pyrrolidinyl)acetic acid O=C(C(=O)O)N1CCCC1